FC(OC1=CC=C(C=C1)C1=NC(=NC(=N1)C1=CC=C(C=C1)OC(F)(F)F)NC1=CC=C(C=C1)/C=C/C(=O)NCCCO)(F)F (E)-3-(4-((4,6-bis(4-(trifluoromethoxy)phenyl)-1,3,5-triazin-2-yl)amino)phenyl)-N-(3-hydroxypropyl)acrylamide